FC1=NC=C(C=C1[C@@H](C)N(C(O)=O)C1=C(N=NN1C)C1=NC=C(C=C1)NC(C1=CN=C(C=C1)C1CC1)=O)F.BrC=1C=C(C=C(C1)Br)C(F)(F)F 3,5-dibromo-trifluoromethyl-benzene (R)-1-(2,5-difluoropyridin-3-yl)ethyl-(4-(5-(6-cyclopropylnicotinamido)pyridin-2-yl)-1-methyl-1H-1,2,3-triazol-5-yl)carbamate